2-(6-(1-((1S,3R,4R,5R)-4-fluoro-1-methyl-8-azabicyclo[3.2.1]octan-3-yl)vinyl)pyridazin-3-yl)-5-(1H-1,2,3-triazol-1-yl)phenol F[C@@H]1[C@H](C[C@@]2(CC[C@H]1N2)C)C(=C)C2=CC=C(N=N2)C2=C(C=C(C=C2)N2N=NC=C2)O